ClC1=NC=CC(=N1)I 2-chloro-iodopyrimidine